1,3,5,7-heptanetetraol C(CC(CC(CCO)O)O)O